O=C1N(C(CC1)=O)OC(CCOCCOCCNC(CCC(=O)ON1C(CCC1=O)=O)=O)=O 2,5-dioxopyrrolidin-1-yl 4-((2-(2-(3-((2,5-dioxopyrrolidin-1-yl)oxy)-3-oxopropoxy)ethoxy)ethyl)amino)-4-oxobutanoate